di-styrylbiphenyl C(=CC1=CC=CC=C1)C1=CC=C(C=C1)C1=CC=C(C=C1)C=CC1=CC=CC=C1